5-bromo-1-methyl-6-oxo-1,6-dihydropyridazine-3-carboxylate BrC1=CC(=NN(C1=O)C)C(=O)[O-]